ClCC(=O)NC1(C(CCCC1)=O)C1=C(C=CC(=C1)C)C 2-chloro-N-(1-(2,5-dimethylphenyl)-2-oxocyclohexyl)acetamide